4-amino-1,3-dioxoisoindolin NC1=C2C(NC(C2=CC=C1)=O)=O